3-[(5-chloro-1H-indol-2-yl)methyl]-1-methyl-1-{1-[2-(3-methyl-1,2,4-oxadiazol-5-yl)acetyl]piperidin-3-yl}urea ClC=1C=C2C=C(NC2=CC1)CNC(N(C1CN(CCC1)C(CC1=NC(=NO1)C)=O)C)=O